CC(C(=O)OCCCCNC(\C=C\C1=CC=CC=C1)=O)=CC (E)-4-cinnamoylaminobutyl 2-methylbut-2-enoate